2-methyl-3-(4-((1-(1-methylpiperidine-4-carbonyl)piperidin-4-yl)oxy)phenyl)-6-(pentafluorosulfanyl)quinazolin-4(3H)-one CC1=NC2=CC=C(C=C2C(N1C1=CC=C(C=C1)OC1CCN(CC1)C(=O)C1CCN(CC1)C)=O)S(F)(F)(F)(F)F